COC1=NC=C(C(=N1)OC)C=1C=C(C=2N(N1)C=CN2)N2CC(C(C2)(F)F)OC2=CC=C(C#N)C=C2 4-((1-(6-(2,4-dimethoxypyrimidin-5-yl)imidazo[1,2-b]pyridazin-8-yl)-4,4-difluoropyrrolidin-3-yl)oxy)benzonitrile